1,2-difluoroethyl ether FC(CF)OC(CF)F